C=C1CC=C(N(OCC)OCC)C=C1 4-methylenediethoxyaniline